C(C)NC(NCCCC)=S N'-ethylbutylthiourea